(2S,5S)-4-(3-cyano-2,2-dimethylpropanoyl)-2,3,4,5-tetrahydro-2,5-methanopyrido[3,4-f][1,4]oxazepine-9-carbonitrile C(#N)CC(C(=O)N1C[C@H]2OC3=C([C@@H]1C2)C=NC=C3C#N)(C)C